(1-((2-(3,5-dichlorophenyl)-6-((6-(piperazin-1-yl)pyridin-3-yl)oxy)pyridin-4-yl)methyl) piperidin-4-yl) methylmethylcarbamate CN(C(OC1CCN(CC1)CC1=CC(=NC(=C1)OC=1C=NC(=CC1)N1CCNCC1)C1=CC(=CC(=C1)Cl)Cl)=O)C